CN1N=C(C=C1C)NC1=NC=C(C(=N1)C1=CNC2=C(C=CC=C12)N)C 3-(2-((1,5-dimethyl-1H-pyrazol-3-yl)amino)-5-methylpyrimidin-4-yl)-1H-indol-7-amine